ClC1=CC=C(C(=N1)C1=NOC(N1)=O)O[C@H](C)C=1C=C(C=C2C(C(=C(OC12)C=1C=NN2C1CCC2)C)=O)C 3-[6-Chloro-3-[(1R)-1-[2-(5,6-dihydro-4H-pyrrolo[2,1-e]pyrazol-3-yl)-3,6-dimethyl-4-oxo-chromen-8-yl]ethoxy]-2-pyridyl]-4H-1,2,4-oxadiazol-5-one